Allyl (S)-2-((S)-2-((S)-4-amino-5-(tert-butoxy)-5-oxopentanamido)-6-diazo-5-oxohexanamido)-6-diazo-5-oxohexanoate N[C@@H](CCC(=O)N[C@H](C(=O)N[C@H](C(=O)OCC=C)CCC(C=[N+]=[N-])=O)CCC(C=[N+]=[N-])=O)C(=O)OC(C)(C)C